C(C)(=O)O\N=C(\C1CC1)/C1=C(C=C(C=C1O)OC)Cl (Z)-(2-chloro-6-hydroxy-4-methoxyphenyl)cyclopropylmethanone O-acetyl oxime